COC(C1CCN(CC1)C1=CC=C(C=C1)C=1C=C2C(=NC1)NC=C2C(=O)C=2C(=C(C=CC2F)NS(=O)(=O)N2C[C@@H](CC2)F)CC)OC (R)-N-(3-(5-(4-(4-(dimethoxymethyl)piperidin-1-yl)phenyl)-1H-pyrrolo[2,3-b]pyridine-3-carbonyl)-2-ethyl-4-fluorophenyl)-3-fluoropyrrolidine-1-sulfonamide